NC1=NC2=CC=C(C=C2C(N1CCC)=O)C=1C=CC(=NC1)NC(CCC(C)(F)F)=O N-(5-(2-amino-4-oxo-3-propyl-3,4-dihydroquinazolin-6-yl)pyridin-2-yl)-4,4-difluorovaleramide